5-(4-hydroxyphenyl)-10,15,20-tris(4-methoxyphenyl)porphyrin iron [Fe].OC1=CC=C(C=C1)C=1C2=CC=C(N2)C(=C2C=CC(C(=C3C=CC(=C(C=4C=CC1N4)C4=CC=C(C=C4)OC)N3)C3=CC=C(C=C3)OC)=N2)C2=CC=C(C=C2)OC